N,N-dimethylethylhexanamide CN(C(C(CCCC)CC)=O)C